C(C(C(C(C(C(C(C(C(C(C(C(C(C(C([2H])([2H])[2H])([2H])[2H])([2H])[2H])([2H])[2H])([2H])[2H])([2H])[2H])([2H])[2H])([2H])[2H])([2H])[2H])([2H])[2H])([2H])[2H])([2H])[2H])([2H])[2H])([2H])[2H])([2H])([2H])[2H] pentadecane-d32